BrC=1C=C(C(=NC1)C=O)C(F)(F)F 5-bromo-3-(trifluoromethyl)picolinaldehyde